C1=C2C(=CC=C1)NC=1C2=C2NC3=CC=CC=C3C2=CC1 5,12-dihydroindolo[3,2-a]carbazol